(2-((4-(tert-butoxycarbonyl)piperazin-1-yl)methyl)-5-(trifluoromethyl)phenyl)-L-alanine C(C)(C)(C)OC(=O)N1CCN(CC1)CC1=C(C=C(C=C1)C(F)(F)F)N[C@@H](C)C(=O)O